N-[(8Z)-3-bromo-5H,7H-pyrano[4,3-b]pyridin-8-ylidene]-2-methylpropane-2-sulfinamide BrC=1C=C2C(=NC1)/C(/COC2)=N/S(=O)C(C)(C)C